C12(CC(C1)(C2)NC(=O)OC(C)(C)C)NC(=O)OCC2=CC=CC=C2 benzyl tert-butyl bicyclo[1.1.1]pentane-1,3-dicarbamate